N1=C(N=CC=C1)C1C(N=NO1)=O.[Cu+2] copper (II) pyrimidyl-oxadiazolone